FC=1C=C(CN2C(N3[C@@H](CN(CC3)C3=C(C=NC=C3)F)C2)=O)C=C(C1)OC (S)-2-(3-Fluoro-5-methoxybenzyl)-7-(3-fluoropyridin-4-yl)hexahydroimidazo[1,5-a]pyrazin-3(2H)-one